C[C@H]1[C@@H]([C@H]([C@H]([C@@H](O1)O[C@@H]2[C@H]([C@@H]([C@H](O[C@H]2C3=C(C=C(C4=C3OC(=CC4=O)C5=CC=C(C=C5)O)O)O)CO)O)O)O)O)O The molecule is a derivative of vitexin having an alpha-L-rhamnosyl residue attached at the 2''-position of the glucitol moiety. It has a role as a plant metabolite. It is a C-glycosyl compound, a trihydroxyflavone and a disaccharide derivative. It derives from a vitexin. It is a conjugate acid of a vitexin 2''-O-alpha-L-rhamnoside(1-).